3,4-difluoro-4'-[4'-ethyl-1,1'-bi(cyclohexyl)-4-yl]biphenyl FC=1C=C(C=CC1F)C1=CC=C(C=C1)C1CCC(CC1)C1CCC(CC1)CC